3H-Benzimidazole-5-carbaldehyde N1=CNC2=C1C=CC(=C2)C=O